2-[3,5-di(naphthalene-2-yl)phenyl]-4,4,5,5-tetramethyl-1,3,2-dioxaborolane C1=C(C=CC2=CC=CC=C12)C=1C=C(C=C(C1)C1=CC2=CC=CC=C2C=C1)B1OC(C(O1)(C)C)(C)C